C(CCCCCC\C=C/CCCCCCCC)C1(C=NC(N1CCCN1CCCC1)C(=O)OCC)CCCCCCC\C=C/CCCCCCCC ethyl 5,5-di((Z)-heptadec-8-en-1-yl)-1-(3-(pyrrolidin-1-yl) propyl)-2,5-dihydro-1H-imidazole-2-carboxylate